IC1=CC=C(C(=C1N1CC2(CCC1)CCN(CC2)C(=O)OC(C)(C)C)C(F)(F)F)OCC[Si](C)(C)C tert-Butyl 2-(6-iodo-2-(trifluoromethyl)-3-(2-(trimethylsilyl)ethoxy)phenyl)-2,9-diazaspiro[5.5]undecane-9-carboxylate